6-(4-hydroxy-6-methoxybenzylamino)-9-β-D-arabinofuranosylpurine OC1=CC=C(CNC2=C3N=CN(C3=NC=N2)[C@H]2[C@@H](O)[C@H](O)[C@H](O2)CO)C(=C1)OC